O=C1N(CCC(N1)=O)C=1C=C(C=CC1)C1=CC=C(C=C1)CNC(C1=NC=C(C=C1)C=1N=CC2=C(C=CC=C2C1)C1=CC2=C(N(C(N2C)=O)C)C(=C1)C(C)C)=O N-((3'-(2,4-Dioxotetrahydropyrimidin-1(2H)-yl)-[1,1'-biphenyl]-4-yl)methyl)-5-(8-(7-isopropyl-1,3-dimethyl-2-oxo-2,3-dihydro-1H-benzo[d]imidazol-5-yl)isoquinolin-3-yl)picolinamide